2-[3-methoxy-4-(1H-pyrazol-4-yl)phenyl]-8-[5-methyl-4-oxo-3H,4H-pyrrolo[2,1-f][1,2,4]triazine-6-carbonyl]-2,8-diazaspiro[4.5]decan-1-one COC=1C=C(C=CC1C=1C=NNC1)N1C(C2(CC1)CCN(CC2)C(=O)C=2C(=C1C(NC=NN1C2)=O)C)=O